(2-amino-5-methoxyphenyl)-N-methylcyclopropane-sulfonamide NC1=C(C=C(C=C1)OC)C1(CC1)S(=O)(=O)NC